N(=C=O)C1=C2C(OCC2)=CC2=C1OCC2 4-isocyanato-2,3,6,7-tetrahydrobenzo[1,2-b:4,5-b']difuran